C(#N)C1=CC=C(C=N1)C1=CC=C(S1)C(=O)NC(C)C 5-(6-cyanopyridin-3-yl)-N-isopropylthiophene-2-carboxamide